3-(α,α-dimethylbenzyl)-6-methylsalicylic acid CC(C1=CC=CC=C1)(C)C1=C(C(C(=O)O)=C(C=C1)C)O